NCC1(C[C@H](N(C1)C(=O)OC(C)(C)C)CNC(=O)C=1NC2=CC=C(C=C2C1C1=C(C=CC=C1)Cl)F)O tert-butyl (2S)-4-(aminomethyl)-2-((3-(2-chlorophenyl)-5-fluoro-1H-indole-2-carboxamido)methyl)-4-hydroxypyrrolidine-1-carboxylate